[Si](C)(C)(C(C)(C)C)O[C@@H]1C=C(CCC1(C)C)C1=NN(C=C1CN(CCN(C(OC(C)(C)C)=O)C)C)C1OCCCC1 tert-butyl N-{2-[({3-[(3R)-3-[(tert-butyldimethylsilyl) oxy]-4,4-dimethylcyclohex-1-en-1-yl]-1-(oxacyclohex-2-yl)-1H-pyrazol-4-yl} methyl) (methyl) amino] ethyl}-N-methylcarbamate